2-isopropyl-7-nitro-1,2,3,4-tetrahydroisoquinoline C(C)(C)N1CC2=CC(=CC=C2CC1)[N+](=O)[O-]